3-chloro-4-[4-[4-(2-pyridinyl)-1,2,3,6-tetrahydropyridin-1-yl]butyl]-1,4-benzoxazol-5(4H)-one ClC1=COC2=C1N(C(C=C2)=O)CCCCN2CCC(=CC2)C2=NC=CC=C2